BrC1=C(C=C2C(=N1)C(CN2)(C)C)CC2=CC(=CC=C2)F 5-bromo-6-(3-fluorobenzyl)-3,3-dimethyl-2,3-dihydro-1H-pyrrolo[3,2-b]pyridine